7-(4,4,5,5-tetramethyl-1,3,2-dioxaborolan-2-yl)-2,3-dihydropyrazolo[5,1-b]oxazole CC1(OB(OC1(C)C)C=1C=NN2C1OCC2)C